Tolyldimethylurea C1(=C(C=CC=C1)N(C(=O)NC)C)C